triphenyl-bismuthane C1(=CC=CC=C1)[Bi](C1=CC=CC=C1)C1=CC=CC=C1